10-phenylacrid-9(10H)-one C1(=CC=CC=C1)N1C=2C=CC=CC2C(C2=CC=CC=C12)=O